BrC=1C=C2C(=NNC(C2=C(C1)C(F)F)=O)CCl 6-bromo-4-(chloromethyl)-8-(difluoromethyl)-2H-phthalazin-1-one